5-Fluoro-4-(8-fluoro-4-isopropyl-2-methylquinolin-6-yl)-N-(5-(piperazin-1-yl)pyridin-2-yl)pyrimidin-2-amine FC=1C(=NC(=NC1)NC1=NC=C(C=C1)N1CCNCC1)C=1C=C2C(=CC(=NC2=C(C1)F)C)C(C)C